C1(CC1)C1=NOC(=N1)C12CCC(CC1)(CC2)CN(C(=O)C2CCOCC2)C2=CC(=CC=C2)C2=NC(=NO2)C2CC2 N-((4-(3-cyclopropyl-1,2,4-oxadiazol-5-yl)bicyclo[2.2.2]octan-1-yl)methyl)-N-(3-(3-cyclopropyl-1,2,4-oxadiazol-5-yl)phenyl)tetrahydro-2H-pyran-4-carboxamide